NC1=NC2=C(C=3C=C(C=NC13)CCC1=C(C=C(C=C1)C(P(O)(O)=O)(P(O)(O)=O)O)C)C=CC(=C2)C (4-(2-(5-amino-8-methylbenzo[f][1,7]naphthyridin-2-yl)ethyl)-3-methylphenyl)(hydroxy)methylenediphosphonic acid